C(C)OC(C[C@H](N1[C@@](C2=C(C=C(C=C2C1=O)C(=O)C1CCOCC1)F)(OC)C1=CC=C(C=C1)Cl)C1=CC=C(C=C1)Cl)=O (S)-3-(4-chlorophenyl)-3-((R)-1-(4-chlorophenyl)-7-fluoro-1-methoxy-3-oxo-5-(tetrahydro-2H-pyran-4-carbonyl)isoindolin-2-yl)propionic acid ethyl ester